4,6-dimethyl-5-(trifluoromethyl)picolinonitrile CC1=CC(=NC(=C1C(F)(F)F)C)C#N